FC(C1=CC=C(C=C1)NCC=1N=NN(C1)C1=C(C(=O)N)C=CC=C1)(F)F 2-[4-[[[4-(trifluoromethyl)phenyl]amino]methyl]-1H-1,2,3-triazol-1-yl]benzamide